1-((5-(5-(difluoromethyl)-1,3,4-oxadiazol-2-yl)pyridin-2-yl)methyl)-5-(furan-2-yl)-3-(1-methylpiperidin-4-yl)-1,3-dihydro-2H-benzo[d]imidazol-2-one FC(C1=NN=C(O1)C=1C=CC(=NC1)CN1C(N(C2=C1C=CC(=C2)C=2OC=CC2)C2CCN(CC2)C)=O)F